2-(4-Methoxyphenyl)-8,8,11-trimethyl-2-(2-oxopropyl)-5-pentyl-4H,8H-benzo[c][1,3]dioxino[4,5-f]chromen-4-on COC1=CC=C(C=C1)C1(OC(C=2C(=C3C4=C(C(OC3=CC2CCCCC)(C)C)C=CC(=C4)C)O1)=O)CC(C)=O